tin bisacetone CC(=O)C.CC(=O)C.[Sn]